FC=1C=CC(=NC1)C(=O)NC1CCN(CC1)C1=C(C=CC=C1)\C=C\C(=O)NO (E)-5-fluoro-N-(1-(2-(3-(hydroxyamino)-3-oxoprop-1-en-1-yl)phenyl)piperidin-4-yl)picolinamide